Lithium dimalonate C(CC(=O)[O-])(=O)[O-].C(CC(=O)[O-])(=O)[O-].[Li+].[Li+].[Li+].[Li+]